2-{2-chloro-5H,7H-furo[3,4-d]pyrimidin-4-yl}propanedinitrile ClC=1N=C(C2=C(N1)COC2)C(C#N)C#N